4-ISOCYANO-1-METHOXY-2-NITRO-BENZENE [N+](#[C-])C1=CC(=C(C=C1)OC)[N+](=O)[O-]